5-amino-2,3-dihydrobenzo[b][1,4]dioxin-6-carboxylic acid NC1=C(C=CC=2OCCOC21)C(=O)O